(2S,4R)-1-((S)-14-Azido-2-(tert-butyl)-4-oxo-6,9,12-trioxa-3-azatetradecan-1-oyl)-4-(benzyloxy)-N-(4-(4-methylthiazol-5-yl)benzyl)pyrrolidine-2-carboxamide N(=[N+]=[N-])CCOCCOCCOCC(N[C@H](C(=O)N1[C@@H](C[C@H](C1)OCC1=CC=CC=C1)C(=O)NCC1=CC=C(C=C1)C1=C(N=CS1)C)C(C)(C)C)=O